7,8-Diaminophenazine NC=1C=C2N=C3C=CC=CC3=NC2=CC1N